(S)-9-amino-4-ethyl-8-fluoro-4-hydroxy-11-(2-hydroxyethyl)-1,12-dihydro-14H-pyrano[3',4':6,7]indolizino-[1,2-b]quinoline-3,14(4H)-dione NC1=CC=2C(=C3C(=NC2C=C1F)C1=CC2=C(C(N1C3)=O)COC([C@]2(O)CC)=O)CCO